ClC1=CC(=C2C(=N1)N(N=C2)[C@H]2[C@@H]([C@@H]([C@H](O2)COC(CO)P(O)(O)=O)O)O)NC2CCCC2 (1-(((2R,3S,4R,5R)-5-(6-chloro-4-(cyclopentylamino)-1H-pyrazolo[3,4-b]pyridin-1-yl)-3,4-dihydroxytetrahydrofuran-2-yl)methoxy)-2-hydroxyethyl)phosphonic acid